N1CC(C1)NC=1N=CC2=C(N1)N1C(C(=C2)C=2C=C(C=CC2C)NC(=O)C2=NC=CC(=C2)C(F)(F)F)=NCC1 N-(3-(2-(azetidin-3-ylamino)-8,9-dihydroimidazo[1',2':1,6]pyrido[2,3-d]pyrimidin-6-yl)-4-methylphenyl)-4-(trifluoromethyl)pyridineamide